zinc-titanium-iron phosphate P(=O)([O-])([O-])[O-].[Fe+2].[Ti+4].[Zn+2]